acryloyloxy-dodecyl dihydrogen phosphate P(=O)(OCCCCCCCCCCCCOC(C=C)=O)(O)O